α-hydroxybutyl acrylate C(C=C)(=O)OC(CCC)O